ClC=1C=C(C=CC1)[C@H](C(=O)N1CC2=C(N=C(NC2=O)C2(CC2)C=2C=NC(=CC2)C2=CC=CC=C2)CC1)O (R)-6-(2-(3-chlorophenyl)-2-hydroxyacetyl)-2-(1-(6-phenylpyridin-3-yl)cyclopropyl)-5,6,7,8-tetrahydropyrido[4,3-d]pyrimidin-4(3H)-one